N=1NC=C2CN(CCC21)C(=O)[O-] 2,4,6,7-tetrahydro-5H-pyrazolo[4,3-c]pyridine-5-carboxylate